N-((2-(6-((cis)-2,6-dimethylmorpholino)pyridin-2-yl)-1,6-naphthyridin-7-yl)methyl)-5-((2-hydroxyethyl)sulfonyl)nicotinamide 2-Oxopropane-1,3-diyl-bis(2-methyloctanoate) O=C(CC(C(=O)O)(CCCCCC)C)CC(C(=O)O)(CCCCCC)C.C[C@@H]1O[C@@H](CN(C1)C1=CC=CC(=N1)C1=NC2=CC(=NC=C2C=C1)CNC(C1=CN=CC(=C1)S(=O)(=O)CCO)=O)C